(3-(dimethylamino)pyrrolidin-1-yl)-4-ethoxy-N-(8-fluoro-2-methylimidazo[1,2-a]pyridin-6-yl)pyrimidine-5-carboxamide CN(C1CN(CC1)C1=NC=C(C(=N1)OCC)C(=O)NC=1C=C(C=2N(C1)C=C(N2)C)F)C